tert-butyl (1R,4R)-5-(8-fluoro-7-(3-hydroxynaphthalen-1-yl)-2-(((S)-1-methylpyrrolidin-2-yl)methoxy)pyrido[4,3-d]pyrimidin-4-yl)-2,5-diazabicyclo[2.2.2]octane-2-carboxylate FC1=C(N=CC2=C1N=C(N=C2N2[C@H]1CN([C@@H](C2)CC1)C(=O)OC(C)(C)C)OC[C@H]1N(CCC1)C)C1=CC(=CC2=CC=CC=C12)O